CC1=CC(=CC(=C1O)C)C(C)(C)C2=CC(=C(C(=C2)C)O)C tetramethylbisphenol-a